FC1=C(C(=O)C=2C=C3C(=CNC3=CC2)C2CCN(CC2)CC(C)C)C=CC=C1 5-(2-fluorobenzoyl)-3-(1-isobutylpiperidin-4-yl)-1H-indole